3-(isoquinolin-4-yl)-1-(2-methoxy-5-(trifluoromethyl)pyridin-3-yl)-2-oxoimidazolidine-4-carbonitrile C1=NC=C(C2=CC=CC=C12)N1C(N(CC1C#N)C=1C(=NC=C(C1)C(F)(F)F)OC)=O